p-aminobenzyl chloride NC1=CC=C(CCl)C=C1